(S)-2-((((9H-fluoren-9-yl)methoxy)carbonyl)amino)-3-(4-methoxy-5,6,7,8-tetrahydronaphthalen-1-yl)propanoic acid C1=CC=CC=2C3=CC=CC=C3C(C12)COC(=O)N[C@H](C(=O)O)CC1=CC=C(C=2CCCCC12)OC